2-(4-(2-Aminoethyl)-1H-imidazol-1-yl)-N-(thiophen-3-yl)-7,8-dihydro-5H-pyrano[4,3-d]pyrimidin-4-amine NCCC=1N=CN(C1)C=1N=C(C2=C(N1)CCOC2)NC2=CSC=C2